N-((3S,4S)-3-((7-(2,6-dichloro-3,5-dimethoxyphenyl)-5-(3-methoxypyrrolidin-1-yl)-2,6-naphthyridin-3-yl)amino)tetrahydro-2H-pyran-4-yl)acrylamide ClC1=C(C(=C(C=C1OC)OC)Cl)C1=NC(=C2C=C(N=CC2=C1)N[C@@H]1COCC[C@@H]1NC(C=C)=O)N1CC(CC1)OC